C(C)(C)(C)OC(N(C1=NC(=C(C(=C1)C)CNC1=NC=NC(=C1)C(=O)C=1N=C2N(C=C(C=C2)C2CC2)C1)C)C(=O)OC(C)(C)C)=O tert-butyl-(tert-butoxycarbonyl)(5-(((6-(6-cyclopropylimidazo[1,2-a]pyridine-2-carbonyl)pyrimidin-4-yl)amino)methyl)-4,6-dimethylpyridin-2-yl)carbamate